C4-chlorobenzofuran-7-carboxylic acid ethyl ester C(C)OC(=O)C1=CC=C(C=2C=COC21)Cl